CC(C)(C)C1=CC=C(C=C1)C2=NN=C(O2)C3=CC=CC=C3C4=CC=CC=C4 2-(4'-t-butylphenyl)-5-(4''-biphenylyl)-1,3,4-oxadiazole